ethyl 8-amino-6-cyclopropylimidazo[1,2-a]pyridine-2-carboxylate NC=1C=2N(C=C(C1)C1CC1)C=C(N2)C(=O)OCC